C(C)C(CCOO)(C(CC(C(CC(C)CC)OO)(C)CC)OO)C 3,6,9-triethyl-3,6,9-trimethyl-1,4,7-triperoxylnonane